3-benzyloxy-2-hydroxymethyl-1-(3-ethoxypropyl)-6-methylpyridin-4-one C(C1=CC=CC=C1)OC1=C(N(C(=CC1=O)C)CCCOCC)CO